CC=1C=CC(=C2C=NN(C12)C1OCCCC1)NC(OC(C)(C)C)=O tert-butyl (7-methyl-1-(tetrahydro-2H-pyran-2-yl)-1H-indazol-4-yl)carbamate